3-(benzyloxy)-6-bromopyridine-carbaldehyde C(C1=CC=CC=C1)OC=1C(=NC(=CC1)Br)C=O